C1OCOCC12COCOC2 2,4,8,10-tetraoxaSpiro[5.5]Undecan